6-iodo-3H-imidazo[4,5-b]Pyridine IC=1C=C2C(=NC1)NC=N2